tertiary butyl-adamantyl-phosphine chloride [Cl-].C(C)(C)(C)PC12CC3CC(CC(C1)C3)C2